ethyl-(R)-beta-butyrolactone C(C)[C@H]1C(=O)OC1C